C(C1=CC=CC=C1)OC(=O)N1CCC(CC1)=NOC[C@H]1O[C@H](C(C1O)OC)N1C(NC(C=C1)=O)=O Benzyl-4-[[(2R,5R)-5-(2,4-dioxopyrimidin-1-yl)-3-hydroxyl-4-methoxy-tetrahydrofuran-2-yl]methoxyimino]piperidine-1-carboxylate